Cl.NCCC=C(C(=O)N)C 2-aminoethyl-methacrylamide hydrochloride